FC1=C(C=CC(=C1)F)C1=NN(C=C1C=1C2=C(N=CN1)C=C(C(=N2)N)OC)C 4-(3-(2,4-difluorophenyl)-1-methyl-1H-pyrazol-4-yl)-7-methoxypyrido[3,2-d]pyrimidin-6-amine